n-eicosyl docosyl ketone C(CCCCCCCCCCCCCCCCCCCCC)C(=O)CCCCCCCCCCCCCCCCCCCC